C(#C)C=1C(=CC=C2C=CC=C(C12)C1=C(C=2N=C(N=C(C2C=N1)N(C)C[C@H]1N(CCC1)C(C=C)=O)OC[C@H]1N(CCCC1)C)F)F 1-((S)-2-(((7-(8-ethynyl-7-fluoronaphthalen-1-yl)-8-fluoro-2-(((S)-1-methylpiperidin-2-yl)methoxy)pyrido[4,3-d]pyrimidin-4-yl)(methyl)amino)methyl)pyrrolidin-1-yl)prop-2-en-1-one